4-iodobenzo[b]thiophene-2-carboxamidine IC1=CC=CC=2SC(=CC21)C(=N)N